CC(C)(CC(C)(O)C)O 2,4-dimethylpentane-2,4-diol